Cl.COC=1C=CC=C2C(=CC=NC12)N[C@H]1CNCC1 (R)-8-methoxy-N-(pyrrolidin-3-yl)quinolin-4-amine hydrochloride